C(C)(C)NCCN(C1=CC=C2N=CC(=NC2=C1)C=1C=NN(C1)CCCCCCC(=O)O)C1=CC=CC=C1 7-(4-(7-((2-(isopropylamino)ethyl)(phenyl)amino)quinoxalin-2-yl)-1H-pyrazol-1-yl)heptanoic acid